C(=O)C1=C(N(C2=CC=CC=C12)CC(=O)O)C (3-FORMYL-2-METHYL-INDOL-1-YL)-ACETIC ACID